C1(\C=C/C(=O)O1)=O maleic acid, Anhydride